bis(9-Carbazolyl)Biphenyl C1=CC=CC=2C3=CC=CC=C3N(C12)C1=CC=C(C=C1)C1=CC=C(C=C1)N1C2=CC=CC=C2C=2C=CC=CC12